1-[6-(dibenzylamino)-5-nitropyridin-2-yl]-4-oxocyclohexanecarboxylic acid methyl ester COC(=O)C1(CCC(CC1)=O)C1=NC(=C(C=C1)[N+](=O)[O-])N(CC1=CC=CC=C1)CC1=CC=CC=C1